2-ethyl methacrylate sodium salt [Na].C(C(=C)C)(=O)OCC